O1CCN(CC1)C1=C(C=NC2=C(C=CC=C12)C1=C(C(=CC(=C1)F)F)F)C(=O)O 4-morpholino-8-(2,3,5-trifluorophenyl)quinoline-3-carboxylic acid